S(=O)(=O)(ON1[C@@H]2CC[C@H](N(C1=O)C2)C(NCC2=CC=NC=C2)=N)O (2S,5R)-7-Oxo-2-(N-(pyridin-4-ylmethyl) carbamimidoyl)-1,6-diazabicyclo[3.2.1]octan-6-yl hydrogen sulfate